N-methylimidazoleacetic acid CN1C=C(N=C1)CC(=O)O